(9H-fluoren-9-yl)methyl((1R,2R)-2-(4-bromo-3-methoxyphenyl)cyclopropyl) carbamate C(N)(O[C@@]1([C@H](C1)C1=CC(=C(C=C1)Br)OC)CC1C2=CC=CC=C2C=2C=CC=CC12)=O